FC1=C(C=CC(=C1C)OC=1C=C2C(=NC1)N(C=N2)C)NC=2C1=C(N=CN2)C=CC(=N1)C1C[C@H]2CC[C@@H](C1)N2C(C=C)=O 1-((1R,3r,5S)-3-(4-((2-fluoro-3-methyl-4-((3-methyl-3H-imidazo[4,5-b]pyridin-6-yl)oxy)phenyl)amino)pyrido[3,2-d]pyrimidin-6-yl)-8-azabicyclo[3.2.1]octan-8-yl)prop-2-en-1-one